4-chloro-N-(1-methylsulfonyl-piperidin-4-yl)-5-(trifluoromethyl)pyrimidin-2-amine ClC1=NC(=NC=C1C(F)(F)F)NC1CCN(CC1)S(=O)(=O)C